3-bromo-4,5-difluoroaniline BrC=1C=C(N)C=C(C1F)F